ClC1=C(C=CC=C1)C1=CC=C(C=C1)[C@H](C)NC(=O)[C@H]1N(C[C@@H](C1)O)C([C@H](C(C)(C)C)N1N=NC(=C1)C1CC1)=O (2S,4R)-N-((S)-1-(2'-chloro-[1,1'-biphenyl]-4-yl)ethyl)-1-((S)-2-(4-cyclopropyl-1H-1,2,3-triazol-1-yl)-3,3-dimethylbutanoyl)-4-hydroxypyrrolidine-2-carboxamide